C(C)(C)(C)OC(=O)N(C(OC(C)(C)C)=O)CCC=1SC=C(C1)C(NO)=N tert-butyl N-(tert-butoxycarbonyl)-N-{2-[4-(N-hydroxycarbamimidoyl)thiophen-2-yl]ethyl}carbamate